C1(=CC=CC2=CC=CC=C12)CC=1C(=C2N(C(C1)=O)C(=C(S2)C2=CC=CC=C2)C(=O)OC)C2=CC(=CC=C2)C(F)(F)F methyl 7-(naphthalen-1-ylmethyl)-5-oxo-2-phenyl-8-(3-(trifluoromethyl)phenyl)-5H-thiazolo[3,2-a]pyridine-3-carboxylate